1,3-oxazine-6-one O1C=NC=CC1=O